Tert-butyl (R)-3-((S)-1-(tert-butoxy)-1-oxo-3-(3-(4,4,5,5-tetramethyl-1,3,2-dioxaborolan-2-yl)phenyl)propan-2-yl-3,3-d2)pyrrolidine-1-carboxylate C(C)(C)(C)OC([C@@H](C([2H])([2H])C1=CC(=CC=C1)B1OC(C(O1)(C)C)(C)C)[C@@H]1CN(CC1)C(=O)OC(C)(C)C)=O